C(#N)C=1C=C(C=CC1)C=1N=C(SC1C1=C(C(=NC(=C1)C)C)F)NC(=O)N1CCC2(C(NC2)=O)CC1 N-[4-(3-cyanophenyl)-5-(3-fluoro-2,6-dimethyl-4-pyridinyl)thiazol-2-yl]-3-oxo-2,7-diazaspiro[3.5]nonane-7-carboxamide